C(#N)C=1C2=C(N(N=C2C=C(C1)C=1C=NN(C1)C[C@@H](C)O)C)C1=CC(=C(C(=O)NCC2(CC2)F)C(=C1)OC)OC(F)F 4-[4-cyano-6-[1-[(2R)-2-hydroxypropyl]pyrazol-4-yl]-2-methylindazol-3-yl]-2-(difluoromethoxy)-N-[(1-fluorocyclopropyl)methyl]-6-methoxybenzamide